4-bromo-N-(4-bromo-5-methoxy-2-methyl-phenyl)-3-fluoro-benzamide BrC1=C(C=C(C(=O)NC2=C(C=C(C(=C2)OC)Br)C)C=C1)F